C(C=C)(=O)O.C(C=C)(=O)O.NC(=O)OCC urethane di(acrylate)